[C-]1(C=CC=C1)P(C1=CC=CC=C1)C1=CC=CC=C1.[C-]1(C=CC=C1)P(C1=CC=CC=C1)C1=CC=CC=C1.[Fe+2] (ferrocene-1,1'-diyl)bis(diphenylphosphane)